OC1(COC1)C1=CC(=C(C(=C1)C(C)C)CC(=O)N)C(C)C 2-[4-(3-hydroxyoxetan-3-yl)-2,6-bis(prop-2-yl)phenyl]Acetamide